FC=1C(=NC(=NC1)NC1=NC=C(C=C1)C1CCN(CC1)C)C1=C(C2=C(C3(N(C2=O)C([2H])([2H])[2H])CC3)S1)C 2'-[5-Fluoro-2-[[5-(1-methylpiperidin-4-yl)pyridin-2-yl]amino]pyrimidin-4-yl]-3'-methyl-5'-(trideuteriomethyl)spiro[cyclopropane-1,6'-thieno[2,3-c]pyrrole]-4'-one